C(C)OC(C=CC(C1=C(C=CC=C1)OC)=NOC(C)=O)=O 4-(acetoxyimino)-4-(2-methoxyphenyl)but-2-enoic acid ethyl ester